C1(=CC=CC=C1)[C@H]1[C@@H](C1)NC(=O)[C@H]1CN(CC[C@@H]1NC(=O)C1=NOC(=C1)C1=C(C=C(C=C1F)F)F)C1CCCCC1 (3S,4S)-1-cyclohexyl-4-{[5-(2,4,6-trifluoro-phenyl)-isoxazole-3-carbonyl]-amino}-piperidine-3-carboxylic acid ((1R,2S)-2-phenyl-cyclopropyl)-amide